CC1=C(OC=2C=C(C=C(C2)C)C=2C3=C(C(N(C2)C)=O)NC(=C3)C(=O)NCC)C(=CC(=C1)NC(CN1CCCC1)=O)C 4-(3-(2,6-dimethyl-4-(2-(pyrrolidin-1-yl)acetamido)phenoxy)-5-methylphenyl)-N-ethyl-6-methyl-7-oxo-6,7-dihydro-1H-pyrrolo[2,3-c]pyridine-2-carboxamide